F[B-](F)(F)F.S1C(=NC2=C1C=CC=C2)C2=CC=[N+](C=C2)C 4-(benzo[d]thiazol-2-yl)-1-methylpyridin-1-ium tetrafluoroborate